C1(CCCCC1)NCC1=C(C(=CC(=C1)Br)Br)N cyclohexyl-2-amino-3,5-dibromobenzylamine